2-Tolualdehyd C=1(C(=CC=CC1)C=O)C